C(C)OC(COC1=NN(C(=C1)C1=CC=C(C=C1)Br)C1=CC=C(C=C1)C)=O Ethyl-{[5-(4-bromophenyl)-1-(4-methylphenyl)-1H-pyrazol-3-yl]oxy}acetat